2-(methyl-d3)Pyrazolidin-3-one C(N1NCCC1=O)([2H])([2H])[2H]